2-((S)-1-phenylethyl)-2-azabicyclo[2.2.1]hept-5-ene-3-carboxylate C1(=CC=CC=C1)[C@H](C)N1C2C=CC(C1C(=O)[O-])C2